FC=1C=C2C(C(=CN(C2=NC1N1CC(C1)C(CC1=NC=CC=C1)=O)C=1SC=CN1)C(=O)O)=O 6-fluoro-4-oxo-7-{3-[2-(pyridin-2-yl)acetyl]azetidin-1-yl}-1-(1,3-thiazol-2-yl)-1,4-dihydro-1,8-naphthyridine-3-carboxylic acid